bishydroxy(1,5-cyclooctadiene) rhodium (I) [Rh+].OC1=C(CCC=CCC1)O